N-(4-methylcyclohexyl)-1-{5-[2-(pyrrolidin-1-yl)pyridin-4-yl]-1H-pyrazole-3-carbonyl}piperidine-4-carboxamide CC1CCC(CC1)NC(=O)C1CCN(CC1)C(=O)C1=NNC(=C1)C1=CC(=NC=C1)N1CCCC1